4-Oxo-6-((1S,2S)-2-(3-oxomorpholino)cyclobutyl)-1-((R)-1-(6-(trifluoromethyl)pyridin-3-yl)ethyl)-4,5-dihydro-1H-pyrazolo[3,4-d]pyrimidin-3-carbonitril O=C1C2=C(N=C(N1)[C@@H]1[C@H](CC1)N1C(COCC1)=O)N(N=C2C#N)[C@H](C)C=2C=NC(=CC2)C(F)(F)F